5-(1-adamantanamido)isophthalic acid C12(CC3CC(CC(C1)C3)C2)C(=O)NC=2C=C(C=C(C(=O)O)C2)C(=O)O